(Z)-nonadeca-3,6,9,11-tetraene CC\C=C/CC=CCC=CC=CCCCCCCC